[(2R,6R)-2-[[bis(4-methoxyphenyl)-phenyl-methoxy]methyl]-4-cyclohexyl-6-(2,4-dioxopyrimidin-1-yl)morpholin-2-yl]methyl benzoate C(C1=CC=CC=C1)(=O)OC[C@@]1(CN(C[C@@H](O1)N1C(NC(C=C1)=O)=O)C1CCCCC1)COC(C1=CC=CC=C1)(C1=CC=C(C=C1)OC)C1=CC=C(C=C1)OC